C(C)(C)(C)OC(=O)N1CCN(CC1)CCCS(=O)(=O)CC 1-tert-butoxycarbonyl-4-(3-ethanesulfonylpropyl)piperazine